tris(1,1-dimethyl-2-butynoxy)silyl-2-[bis(1,1-dimethyl-2-butynoxy)methoxysilyl]ethane CC(C#CC)(O[Si](OC(C#CC)(C)C)(OC(C#CC)(C)C)CC[SiH2]OC(OC(C#CC)(C)C)OC(C#CC)(C)C)C